COC(=O)C=1N=CN2C1C=C(C=C2)Cl 7-Chloroimidazo[1,5-a]pyridine-1-carboxylic acid methyl ester